C(C)(C)N1CC2=CC(=C(C=C2CC1)OC)NC=1N=NC(=C(N1)NC1=C(C=CC=C1)S(=O)(=O)C(C)C)C(=O)N ((2-isopropyl-6-methoxy-1,2,3,4-tetrahydroisoquinolin-7-yl)amino)-5-((2-(isopropylsulfonyl)phenyl)amino)-1,2,4-triazine-6-carboxamide